(R,2S)-N'-((7-fluorotricyclo[6.2.0.03,6]deca-1,3(6),7-trien-2-yl)carbamoyl)-2-(hydroxymethyl)-2-methyl-2,3-dihydropyrazolo[5,1-b]oxazole-7-sulfonimidamide FC=1C=2CCC2C(=C2CCC12)NC(=O)N=[S@](=O)(N)C=1C=NN2C1O[C@](C2)(C)CO